C(#N)C1CN(CCC1)CCCOC1=CC=2N(C=C1)C(=CN2)C2=CC(=C(C(=O)NC1CC1)C(=C2)OC)OC(F)F 4-[7-[3-(3-cyano-1-piperidyl)propoxy]imidazo[1,2-a]pyridin-3-yl]-N-cyclopropyl-2-(difluoromethoxy)-6-methoxy-benzamide